C(C#C)OCCCCNC(OC(C)(C)C)=O tert-Butyl [4-(prop-2-yn-1-yloxy)butyl]carbamate